4-((4-(6-(2-hydroxyphenyl)pyridazin-4-yl)phenyl)amino)piperidin OC1=C(C=CC=C1)C1=CC(=CN=N1)C1=CC=C(C=C1)NC1CCNCC1